C(C)(=O)C=1C=C(C=C2C(N(C(=NC12)N1CC2=CC=CC=C2C1)C)=O)C 8-acetyl-2-(isoindolin-2-yl)-3,6-dimethylquinazolin-4(3H)-one